(S)-N-(6-(4-(1-naphthoyl)piperazin-1-yl)-6-oxo-5-(2-phenylacetamido)hexyl)acrylamide C1(=CC=CC2=CC=CC=C12)C(=O)N1CCN(CC1)C([C@H](CCCCNC(C=C)=O)NC(CC1=CC=CC=C1)=O)=O